O1C=NC=C1CC(C(N[C@@H](CCCC1=CC=CC=C1)B1O[C@@]2([C@H](O1)C[C@H]1C([C@@H]2C1)(C)C)C)=O)NC(OCCCC)=O 1-butyl (3-(oxazol-5-yl)-1-oxo-1-(((R)-4-phenyl-1-((3aS,4S,6S,7aR)-3a,5,5-trimethylhexahydro-4,6-methanobenzo[d][1,3,2]dioxaborol-2-yl)butyl)amino)propan-2-yl)carbamate